N-(6-(4-cyanophenyl)thiazolo[4,5-b]pyrazin-2-yl)-2-methoxy-6'-methyl-[3,4'-bipyridine]-3'-carboxamide C(#N)C1=CC=C(C=C1)C=1N=C2C(=NC1)N=C(S2)NC(=O)C=2C=NC(=CC2C=2C(=NC=CC2)OC)C